t-Butoxycarbonyl-3-(4-cyanophenyl)oxaaziridine C(C)(C)(C)OC(=O)N1OC1C1=CC=C(C=C1)C#N